2-[2-(difluoromethyl)-6-methoxy-phenyl]-4,4,5,5-tetramethyl-1,3,2-dioxaborolane FC(C1=C(C(=CC=C1)OC)B1OC(C(O1)(C)C)(C)C)F